C(#N)C(C1C(C1C(C1=C(C(=C(C(=C1F)F)C#N)F)F)C#N)=C(C1=C(C(=C(C#N)C(=C1F)F)F)F)NC#N)C1=C(C(=C(C(=C1F)F)C#N)F)F 4-[[2,3-bis[cyano-(4-cyano-2,3,5,6-tetrafluorophenyl)methyl]cyclopropylidene]-cyanoaminomethyl]-2,3,5,6-tetrafluorobenzonitrile